5-(4-chlorophenyl)-3-(3-methyl-1H-indazol-5-yl)-5,6-dihydro-8H-[1,2,4]triazolo[3,4-c][1,4]oxazine ClC1=CC=C(C=C1)C1N2C(COC1)=NN=C2C=2C=C1C(=NNC1=CC2)C